NC1(CC(C1)(O)C)C1=CC=C(C=C1)C=1N=C2N(COC3=C2C=NC=C3)C1C1=CC=CC=C1 trans-3-amino-1-methyl-3-(4-(3-phenyl-5H-imidazo[1,2-c]pyrido[3,4-e][1,3]oxazin-2-yl)phenyl)cyclobutanol